[Na+].COC1=C(/C=C/C(C2=CC(=C(C=C2)OC)NCC(=O)[O-])S(=O)(=O)C(C2=CC(=C(C=C2)OC)NCC(=O)[O-])\C=C\C2=C(C=C(C=C2OC)OC)OC)C(=CC(=C1)OC)OC.[Na+] (E)-2,4,6-trimethoxystyryl-3-[(carboxymethyl)amino]-4-methoxybenzylsulphone, sodium salt